FC1=C(C=CC=C1)C1=CC(=C(C=C1)OC)NC1=NC=NC2=CC(=C(C=C12)OC1CCN(CC1)C(C=C)=O)OC 1-(4-((4-((2'-fluoro-4-methoxy-[1,1'-biphenyl]-3-yl)amino)-7-methoxy-quinazolin-6-yl)oxy)piperidin-1-yl)prop-2-en-1-one